CC(C)(C)S(=O)/N=C/C=1N=CN(C1)COCC[Si](C)(C)C (E)-2-methyl-N-((1-((2-(trimethylsilyl)ethoxy)methyl)-1H-imidazol-4-yl)methylene)propane-2-sulfinamide